FC(CCNC(O[C@H]1C[C@H](CC1)C1=CC(=NN1)NC(CC=1SC(=CN1)C)=O)=O)(F)F (1R,3S)-3-(3-{[(5-methyl-1,3-thiazol-2-yl)acetyl]-amino}-1H-pyrazol-5-yl)-cyclopentyl (3,3,3-tri-fluoropropyl)carbamate